N-((S)-1-((4-((S)-1-(bis(2,2,2-trifluoroethyl)amino)-1-oxopropan-2-yl)-2-fluorophenyl)amino)-3,3-dicyclopropyl-1-oxopropan-2-yl)-1-isopropyl-1H-pyrazole-5-carboxamide FC(CN(C([C@@H](C)C1=CC(=C(C=C1)NC([C@H](C(C1CC1)C1CC1)NC(=O)C1=CC=NN1C(C)C)=O)F)=O)CC(F)(F)F)(F)F